5-(4-amino-7-bromo-2-{4-[(2-fluoroacrylamino)]phenyl}-1-methylpyrrolo[3,2-c]Pyridin-3-yl)-3-fluoro-N-(2,2,2-trifluoroethyl)pyridine-2-carboxamide NC1=NC=C(C2=C1C(=C(N2C)C2=CC=C(C=C2)NC(=O)C(=C)F)C=2C=C(C(=NC2)C(=O)NCC(F)(F)F)F)Br